(S)-N-(2-(1H-indol-3-yl)-1-(5-(3,3-dimethylbutyl)-1,3,4-oxadiazol-2-yl)ethyl)-2-(4-(trifluoromethyl)phenyl)acetamide N1C=C(C2=CC=CC=C12)C[C@@H](C=1OC(=NN1)CCC(C)(C)C)NC(CC1=CC=C(C=C1)C(F)(F)F)=O